tristrimethylgermanyl-arsine C[Ge](C)(C)[As]([Ge](C)(C)C)[Ge](C)(C)C